tert-Butyl 4-(5-cyclopropyl-7-(3,5-difluorophenyl)-7H-pyrrolo[2,3-d]pyrimidin-4-yl)-2-(fluoromethyl)piperazine-1-carboxylate C1(CC1)C1=CN(C=2N=CN=C(C21)N2CC(N(CC2)C(=O)OC(C)(C)C)CF)C2=CC(=CC(=C2)F)F